(S)-(1-(3-chloro-4-ethoxy-2-fluorobenzyl)pyrrolidin-3-yl)methanamine hydrochloride Cl.ClC=1C(=C(CN2C[C@@H](CC2)CN)C=CC1OCC)F